CS(=O)(=O)N1C=C(C=C1)C(=O)NCC(=O)NC=1SC=C(N1)C1=CCCN(C1)C(=O)OCCCC butyl 5-(2-{2-[(1-methanesulfonyl-1H-pyrrol-3-yl)formamido]acetamido}-1,3-thiazol-4-yl)-1,2,3,6-tetrahydropyridine-1-carboxylate